C1(CC1)[C@H]1N(CC[C@@H]1O)C(=O)OC(C)(C)C tert-butyl (2R,3S)-2-cyclopropyl-3-hydroxypyrrolidine-1-carboxylate